C(C)[Si](OCCN(C)C)(OCCN(C)C)OCCN(C)C ethyltris[2-(dimethylamino)ethoxy]silane